6-(3-Hydroxyisoquinolin-8-yl)-4-isopropyl-1,3-dimethyl-1,3-dihydro-2H-benzo[d]imidazol-2-one OC=1N=CC2=C(C=CC=C2C1)C=1C=C(C2=C(N(C(N2C)=O)C)C1)C(C)C